Cl.N[C@H]1[C@@H](C(CC12CCN(CC2)C=2N=CC(=NC2)SC2=C(C(=NC=C2)NC2=NC(=NC=C2)N2[C@@H](CCC2)CO)Cl)=O)C ((S)-1-(4-((4-((5-((3S,4S)-4-amino-3-methyl-2-oxo-8-azaspiro[4.5]Dec-8-yl)pyrazin-2-yl)thio)-3-chloropyridin-2-yl)amino)pyrimidin-2-yl)pyrrolidin-2-yl)methanol hydrochloride